5-methyl-7-(3-{[(4-methylmorpholin-2-yl)methyl]carbamoyl}azetidin-1-yl)-4-oxo-1-(1,2,4-thiadiazol-5-yl)-1,4-dihydro-1,8-naphthyridine-3-carboxylic acid CC1=C2C(C(=CN(C2=NC(=C1)N1CC(C1)C(NCC1CN(CCO1)C)=O)C1=NC=NS1)C(=O)O)=O